ClC=1C=C(NC2(CCC3([C@H](CC4=CC=CC=C34)C[C@H](CC)CO)CC2)C(=O)OC)C=CC1 methyl (1r,2'S,4S)-4-(3-chloroanilino)-2'-[(2S)-2-(hydroxymethyl)butyl]-2',3'-dihydrospiro[cyclohexane-1,1'-indene]-4-carboxylate